N1C=CC2=CC(=CC=C12)NC(=O)C1=CC2=C(OCCC3=C2SC=C3)C=C1N1[C@H](CCC1)C(=O)O (R)-1-(9-((1H-indol-5-yl)carbamoyl)-4,5-dihydrobenzo[b]thieno[2,3-d]oxepin-8-yl)pyrrolidine-2-carboxylic acid